ClC=1C(=NC(=CC1)Cl)C(=O)N 3,6-dichloropyridine-2-carboxamide